6-[3-(1-isobutylpyrazol-4-yl)-7,8-dihydro-5H-1,6-naphthyridin-6-yl]-5-methyl-pyridine-3-carbonitrile C(C(C)C)N1N=CC(=C1)C=1C=NC=2CCN(CC2C1)C1=C(C=C(C=N1)C#N)C